F[C@@H]1CN(CC[C@H]1C=1C(=CC=2N(C1)N=CN2)C)C(=O)OC(C)(C)C |r| (rac)-tert-Butyl trans-3-fluoro-4-(7-methyl-[1,2,4]triazolo[1,5-a]pyridin-6-yl)piperidine-1-carboxylate